NC1=NC(=C(C=2N1N=C(N2)CC=2SC=CN2)C=2C=CC(N(C2)C)=O)C2=CC=C(C=C2)F 5-[5-amino-7-(4-fluorophenyl)-2-[(1,3-thiazol-2-yl)methyl]-[1,2,4]triazolo[1,5-c]pyrimidin-8-yl]-1-methyl-1,2-dihydropyridin-2-one